COC1=C2CCCC(C2=C(C=C1)OC)CNC(OC(C)(C)C)=O tert-butyl ((5,8-dimethoxy-1,2,3,4-tetrahydronaphthalen-1-yl)methyl)carbamate